phenyltetralin C1CC(C2=CC=CC=C2C1)C3=CC=CC=C3